N-(4,4-dimethylcyclohexyl)pyrido[1',2':1,5]pyrazolo[4,3-d]pyrimidin-4-amine CC1(CCC(CC1)NC=1C=2C(N=CN1)=C1N(N2)C=CC=C1)C